benzyl 4-(4-bromo-1H-indazol-3-yl)piperazine-1-carboxylate BrC1=C2C(=NNC2=CC=C1)N1CCN(CC1)C(=O)OCC1=CC=CC=C1